Methyl (2S)-2-[[(2S)-4-fluoro-2-[(4-methoxy-1H-indole-2-carbonyl)amino]-4-methyl-pentanoyl]amino]-3-[(3S)-2-oxo-3-piperidyl]propanoate FC(C[C@@H](C(=O)N[C@H](C(=O)OC)C[C@H]1C(NCCC1)=O)NC(=O)C=1NC2=CC=CC(=C2C1)OC)(C)C